S(=O)(=O)([O-])[O-].[NH4+].C(=CC1=CC=CC=C1)C1=C(C(=C(C=C1)O)C=CC1=CC=CC=C1)C=CC1=CC=CC=C1.[NH4+] tristyrylphenol ammonium sulfate salt